FC1=CC=C(C(=O)NC2=C3C=CC=C(C3=CC=C2)NC(OC)=O)C=C1 Methyl (5-(4-fluorobenzamido)naphthalen-1-yl)carbamate